NC1=NC=C(C2=C1C(=C(N2C)C2=CC=C(C=C2)NC(C(=C)F)=O)C2=CC(=C(C(=O)NCC(F)(F)F)C(=C2)OC)F)Br 4-(4-amino-7-bromo-2-{4-[(2-fluoroacrylamido)]phenyl}-1-methylpyrrolo[3,2-c]pyridin-3-yl)-2-fluoro-6-methoxy-N-(2,2,2-trifluoroethyl)benzamide